(4R,5S)-8,9-difluoro-N,4-dimethyl-5,6-dihydro-4H-pyrrolo[3,2,1-ij]quinolin-5-amine FC=1C=C2C[C@@H]([C@H](N3C2=C(C1F)C=C3)C)NC